NC1=C(C(=NC=N1)OC1=C(C=C(C=C1)C1=NN(C(=C1C(=O)N)C(F)(F)F)C1=NC=CC(=C1)CC)F)Cl [4-(6-amino-5-chloro-pyrimidin-4-yl)oxy-3-fluoro-phenyl]-1-(4-ethyl-2-pyridinyl)-5-(trifluoromethyl)pyrazole-4-carboxamide